C(C=C)OC1=C(C(=C(C=O)C=C1)Cl)Cl (allyloxy)-2,3-dichlorobenzaldehyde